3-{3-methyl-2-oxo-4-[4-(piperidin-4-yl)piperazin-1-yl]-1,3-benzodiazol-1-yl}piperidine-2,6-dione trifluoroacetate FC(C(=O)O)(F)F.CN1C(N(C2=C1C(=CC=C2)N2CCN(CC2)C2CCNCC2)C2C(NC(CC2)=O)=O)=O